CS(=O)C(C[C@@H](C(=O)O)S(=O)C)S(=O)C (2S)-4-(methylsulfinyl)-2-(methylsulfinyl)-4-(methylsulfinyl)butanoic acid